(3R*,4R*)-1-Cyclopentyl-4-{[1-(2,4-difluoro-phenyl)-1H-[1,2,3]triazole-4-carbonyl]-amino}-piperidine-3-carboxylic acid ((1R*,2S*)-2-phenyl-cyclopropyl)-amide C1(=CC=CC=C1)[C@H]1[C@@H](C1)NC(=O)[C@@H]1CN(CC[C@H]1NC(=O)C=1N=NN(C1)C1=C(C=C(C=C1)F)F)C1CCCC1 |o1:6,7,12,17|